N1CCC(CC1)CN1CCNCC1 1-(piperidin-4-ylmethyl)piperazine